5-(1-(2-acryloyl-2-azaspiro[3.3]heptan-6-yl)-4-(5-chloro-6-methyl-1H-indazol-4-yl)-5-methyl-1H-pyrazol-3-yl)nicotinonitrile C(C=C)(=O)N1CC2(C1)CC(C2)N2N=C(C(=C2C)C2=C1C=NNC1=CC(=C2Cl)C)C=2C=NC=C(C#N)C2